3-Ethyl-4-methoxypyrazolo[1,5-c]pyrimidin-5-amine C(C)C=1C=NN2C=NC(=C(C21)OC)N